CN1N=CC(=C1)C(=O)OC[C@](CCCC)(C)NC=1C2=C(N=C(N1)N)C=C(C=N2)C2=CC(NC=C2CN(C)CCC=C)=O (R)-2-((2-amino-7-(5-((but-3-en-1-yl (methyl) amino) methyl)-2-oxo-1,2-dihydropyridin-4-yl) pyrido[3,2-d]pyrimidin-4-yl) amino)-2-methylhexyl 1-methyl-1H-pyrazole-4-carboxylate